ClC=1C(=NC(=NC1)NC1=C(C=C(C=C1)N1CCC(CC1)NCC1=CC(=C2C(N(C(C2=C1)=O)C1C(NC(CC1)=O)=O)=O)F)OC)NC1=C(C=CC=C1)P(=O)(C)C 6-(((1-(4-((5-chloro-4-((2-(dimethylphosphoryl)phenyl)amino)pyrimidin-2-yl)amino)-3-methoxyphenyl)piperidin-4-yl)amino)methyl)-2-(2,6-dioxopiperidin-3-yl)-4-fluoroisoindoline-1,3-dione